C(C)(C)(C)OC(NC1=CC(=CC=C1)C(NC1CCC(CC1)C)=O)=O (3-((4-methylcyclohexyl)carbamoyl)phenyl)carbamic acid tert-butyl ester